C(C)(C)(C)C1=NOC(=N1)C(=O)NCC1=C(C=C(C=C1)C1=CC(=NC=C1)NC(=O)C1CC1)OC(F)(F)F 3-(tert-butyl)-N-(4-(2-(cyclopropanecarboxamido)pyridin-4-yl)-2-(trifluoromethoxy)benzyl)-1,2,4-oxadiazole-5-carboxamide